[N+](=O)([O-])[O-].[Pt+3].[N+](=O)([O-])[O-].[N+](=O)([O-])[O-] platinum(III) nitrate